NC(C)C1=CC(=NC2=C(C=C(C=C12)C1=NC(=NC=C1F)NC1CCN(CC1)S(=O)(=O)C)F)C (+)-4-(4-(1-Aminoethyl)-8-fluoro-2-methylquinolin-6-yl)-5-fluoro-N-(1-(methylsulfonyl)piperidin-4-yl)pyrimidin-2-amine